3-methyl-2-(toluene-4-sulfonyloxy)-butyric acid methyl ester COC(C(C(C)C)OS(=O)(=O)C1=CC=C(C)C=C1)=O